7-[(5-methyl-1H-pyrazol-3-yl)amino]1,6-naphthyridine CC1=CC(=NN1)NC1=NC=C2C=CC=NC2=C1